7-((3,4-Difluorobenzyl)oxy)-2-methyl-3,4,11,11a-tetrahydro-1H-pyrazino[1',2':3,4]imidazo[1,2-c]pyrimidin-9(2H)-one FC=1C=C(COC=2C=C3N(C(N2)=O)CC2N3CCN(C2)C)C=CC1F